6-(3,3-dimethyl-4-phenylpyrrolidine-1-carbonyl)-1H-pyrazin-2-one CC1(CN(CC1C1=CC=CC=C1)C(=O)C1=CN=CC(N1)=O)C